4-chloro-N-((1S,2R)-2-(6-fluoro-2-methyl-3-(3-methyl-1H-pyrazol-4-yl)phenyl)-1-(5-oxo-4,5-dihydro-1,3,4-oxadiazol-2-yl)propyl)-2-methoxybenzenesulfonamide ClC1=CC(=C(C=C1)S(=O)(=O)N[C@@H]([C@H](C)C1=C(C(=CC=C1F)C=1C(=NNC1)C)C)C=1OC(NN1)=O)OC